C1C=2N(CCN1C(=O)[O-])C=CC2 3,4-dihydropyrrolo[1,2-a]pyrazine-2(1H)-carboxylate